4,4-dimethyl-2,2-bipyridine CC1(CC(=NC=C1)C1=NC=CC=C1)C